FC1=C(C(=CC=C1)OC)C1=CC=2N(C=C1C(=O)OC)C=CN2 methyl 7-(2-fluoro-6-methoxyphenyl)imidazo(1,2-a)pyridine-6-carboxylate